C(CCCCCCCCCCCCCCCCC)NC(CCCCC(=O)NCCCCCCCCCCCCCCCCCC)=O N,N'-distearyl-adipamide